CC1(COC1)COC1=CC=2N(C=C1)C=CN2 7-[(3-Methyloxetan-3-yl)methoxy]imidazo[1,2-a]pyridine